tert-butyl 4-[2-(2,6-dioxo-3-piperidyl)-1-oxo-isoindolin-4-yl]piperazine-1-carboxylate O=C1NC(CCC1N1C(C2=CC=CC(=C2C1)N1CCN(CC1)C(=O)OC(C)(C)C)=O)=O